ClC=1C=C2C(N3C(=NC2=CC1Cl)[C@H]1CCCN([C@@H]1CC3)C(CN(C)C)=O)=O |r| (±)-(4aR,13bS)-10,11-dichloro-4-(dimethylglycyl)-1,2,3,4,4a,5,6,13b-octahydro-8H-[1,6]naphthyridino[5,6-b]quinazolin-8-one